C(C)OC1=NC=CC=C1C=1C(=C(C(=O)NCCNC)C(=CC1)N1[C@@H](CN(CC1)C(C1=C(C=C(C=C1)F)C(F)(F)F)=O)CC)F 3-(2-ethoxypyridin-3-yl)-6-[(2R)-2-ethyl-4-[4-fluoro-2-(trifluoromethyl)benzoyl]piperazin-1-yl]-2-fluoro-N-[2-(methylamino)ethyl]benzamide